N-Acrylpiperazine C(=O)(C=C)N1CCNCC1